CC1(OC[C@@H](O1)C(=O)N1CCC(CC1)[C@@H](NC(C(C)(C)C)=O)C1=C(C=C(C(=C1)C)C)O)C N-[(R)-[1-[(4R)-2,2-dimethyl-1,3-dioxolane-4-carbonyl]piperidin-4-yl](2-hydroxy-4,5-dimethylphenyl)methyl]-2,2-dimethylpropanamide